4-[3-(4-methoxyphenyl)-1H-pyrazol-1-yl]-1H-pyrrolo[2,3-b]pyridine COC1=CC=C(C=C1)C1=NN(C=C1)C1=C2C(=NC=C1)NC=C2